2,5-difluoro-3-(trifluoromethyl)-phenylacetic acid FC1=C(C=C(C=C1C(F)(F)F)F)CC(=O)O